C(C1=CC=CC=C1)OC1=C(C(=NC(=C1)C1=C(C=C(C(=C1)Cl)C(C)(C)C)C)C)[C@H]1NC(OC1)=O |o1:27| rel-(R)-4-[4-benzyloxy-6-(4-tert-butyl-5-chloro-2-methyl-phenyl)-2-methyl-3-pyridyl]oxazolidin-2-one